7-((5-methyl-1-(tetrahydro-2H-pyran-2-yl)-1H-indazol-4-yl)oxy)thieno[3,2-d]pyrimidine-2,4(1H,3H)-dione CC=1C(=C2C=NN(C2=CC1)C1OCCCC1)OC1=CSC2=C1NC(NC2=O)=O